O[C@@H]1CC(OC1)=O |r| (RS)-4-hydroxydihydrofuran-2(3H)-one